4'-(4-pentyl-1-cyclohexen-1-yl)-1,1'-biphenyl C(CCCC)C1CC=C(CC1)C1=CC=C(C=C1)C1=CC=CC=C1